C1(C=CC=C1)[Ti](C1=C(C(=CC=C1F)NC(C(C)(C)C)=O)F)(C1=C(C(=CC=C1F)NC(C(C)(C)C)=O)F)C1C=CC=C1 bis(cyclopentadienyl)bis[2,6-difluoro-3-(trimethylacetamido)phenyl]titanium